C(N)(=O)C1=C(C(=CC(=C1)C(F)(F)F)C)NC(=O)C=1N(N=C(C1)C(F)(F)F)C1=NC=CC=C1Cl N-[2-carbamoyl-6-methyl-4-(trifluoromethyl)phenyl]-2-(3-chloro-2-pyridyl)-5-(trifluoromethyl)pyrazole-3-carboxamide